methoxynonafluorobutane COC(C(C(F)(F)F)(C(F)(F)F)F)(F)F.COC(C(C(C(F)(F)F)(F)F)(F)F)(F)F